C(C)C(C1CO1)OC(C1CO1)CC 1-ethyl-2,3-epoxypropyl ether